(S)-4-((1-(4-chloro-8-(oxetan-3-ylsulfonyl)-1-oxo-2-phenyl-1,2-dihydroisoquinolin-3-yl)ethyl)amino)pyrido[2,3-d]pyrimidin-5(8H)-one ClC1=C(N(C(C2=C(C=CC=C12)S(=O)(=O)C1COC1)=O)C1=CC=CC=C1)[C@H](C)NC=1C2=C(N=CN1)NC=CC2=O